NC1=C(C(=CC=C1)F)N1CC2=C(CCC1)C(=NC(=N2)OC[C@H]2N(CCC2)C)N2C[C@@H](N(CC2)C(=O)OC(C)(C)C)CC#N tert-butyl (2S)-4-[8-(2-amino-6-fluoro-phenyl)-2-[[(2S)-1-methylpyrrolidin-2-yl]methoxy]-5,6,7,9-tetrahydropyrimido[4,5-c]azepin-4-yl]-2-(cyanomethyl)piperazine-1-carboxylate